COC1=CN=C(S1)NC(C(C)C=1C=C(C=NC1)C=1N=CC(=NC1)NC(C=C)=O)=O N-(5-(5-(1-((5-methoxythiazol-2-yl)amino)-1-oxopropan-2-yl)pyridin-3-yl)pyrazin-2-yl)acrylamide